ClC1=C(C(=O)N2CCC(CC2)C(=O)NC[C@H]2CNCC2)C=CC(=C1)NC(=O)C=1N(C(=CN1)C1=C(C(=C(C=C1)OCF)F)F)C 1-[2-chloro-4-[[5-[2,3-difluoro-4-(fluoromethoxy)phenyl]-1-methyl-imidazole-2-carbonyl]amino]benzoyl]-N-[[(3R)-pyrrolidin-3-yl]methyl]piperidine-4-carboxamide